1-(5-{[2,6-bis(trifluoromethyl)phenyl]methoxy}pyridin-2-yl)imidazolidine-2,4-dione FC(C1=C(C(=CC=C1)C(F)(F)F)COC=1C=CC(=NC1)N1C(NC(C1)=O)=O)(F)F